N-[(1S)-2-hydroxy-1-{3-[4-(trifluoromethyl)phenyl]-1,2,4-oxadiazol-5-yl}ethyl]-4-(trifluoromethoxy)benzamide OC[C@@H](C1=NC(=NO1)C1=CC=C(C=C1)C(F)(F)F)NC(C1=CC=C(C=C1)OC(F)(F)F)=O